4,5-Difluoro-11-azatricyclo[6.2.1.02,7]undeca-2,4,6,9-tetraene hydrochloride Cl.FC=1C=C2C3C=CC(C2=CC1F)N3